C(C1=CC=CC=C1)C=1NC(=NN1)C(=O)NC1=NC=CC(=C1)C1=C(C=CC(=C1)SCCCOC)C 5-benzyl-N-(4-(5-(3-methoxypropylthio)-2-methylphenyl)pyridin-2-yl)-4H-1,2,4-triazole-3-carboxamide